2-((furan-2-ylmethyl)thio)succinic acid O1C(=CC=C1)CSC(C(=O)O)CC(=O)O